3-(p-tolyl)isoindolin-1-one C1(=CC=C(C=C1)C1NC(C2=CC=CC=C12)=O)C